C(C(C)C)C=1C=CC(=C(C1)N1CCN(CC1)CC=1C(=NOC1C)C)C=1N=NNN1 4-[[4-[5-isobutyl-2-(2H-tetrazol-5-yl)phenyl]piperazin-1-yl]methyl]-3,5-dimethyl-isoxazole